4,7-dimethoxy-5,6-dinitrobenzo[b]Thiophene-2-carboxylic acid methyl ester COC(=O)C1=CC2=C(S1)C(=C(C(=C2OC)[N+](=O)[O-])[N+](=O)[O-])OC